C(C)OC(=O)C=1C=C(C2=C(SC(=C2CCO[Si](C2=CC=CC=C2)(C2=CC=CC=C2)C(C)(C)C)Br)C1)OC 2-Bromo-3-(2-((tert-butyldiphenylsilyl)oxy)ethyl)-4-methoxybenzo[b]thiophene-6-carboxylic acid ethyl ester